N-(2-(1-tosyl-1H-indol-3-yl)ethyl)benzamide S(=O)(=O)(C1=CC=C(C)C=C1)N1C=C(C2=CC=CC=C12)CCNC(C1=CC=CC=C1)=O